[Eu+3].C[Si]([N-][Si](C)(C)C)(C)C.C[Si]([N-][Si](C)(C)C)(C)C.C[Si]([N-][Si](C)(C)C)(C)C tris(N,N-bis(trimethylsilyl)amide) europium (III)